C(C1=CC=CC=C1)=C1C(NC(S1)=S)=O 5-Benzylidenerhodanine